2,6-diamino-pimelic acid NC(C(=O)O)CCCC(C(=O)O)N